3-(methylsulfonylimino)aniline CS(=O)(=O)N=C1CC(N)=CC=C1